2-hydroxybutyl 2-propylacrylate C(CC)C(C(=O)OCC(CC)O)=C